dibenzyl-((3-phenyl-1-p-toluenesulfonyl-1H-indolyl)methyl)phosphine oxide C(C1=CC=CC=C1)P(CC=1N(C2=CC=CC=C2C1C1=CC=CC=C1)S(=O)(=O)C1=CC=C(C)C=C1)(CC1=CC=CC=C1)=O